cis-7-methyl-2-(2-(methylamino)-2-oxoacetyl)-N-(3,4,5-trifluorophenyl)-2,3,3a,4,10,10a-hexahydro-1H,7H-dipyrrolo[3,4-b:3',4'-f][1,4,5]oxathiazocine-8-carboxamide 5,5-dioxide CN1C(=C2OC[C@@H]3[C@H](NS(C2=C1)(=O)=O)CN(C3)C(C(=O)NC)=O)C(=O)NC3=CC(=C(C(=C3)F)F)F